C12N(CC(NC1)C2)C(=O)OC(C)(C)C tert-butyl (±)-2,5-diazabicyclo[2.2.1]heptane-2-carboxylate